ClC1=NC=C(C(=C1)N1C[C@H](CCC1)NC(OC(C)(C)C)=O)B1OC(C(O1)(C)C)(C)C tert-butyl (S)-(1-(2-chloro-5-(4,4,5,5-tetramethyl-1,3,2-dioxaborolan-2-yl)pyridin-4-yl)piperidin-3-yl)carbamate